BrC1=CC(=C(C(=C1)[N+](=O)[O-])N[C@H]1[C@H](CCCC1)NC(=O)C1=CC(NC2=CC=CC(=C12)F)=O)C(=O)N1CCOCC1 N-((1S,2R)-2-((4-bromo-2-(morpholine-4-carbonyl)-6-nitrophenyl)amino)cyclohexyl)-5-fluoro-2-oxo-1,2-dihydroquinoline-4-carboxamide